ClC=1C=C(C=CC1)CC=1C(=CNC1)S(=O)(=O)NC1=C(C=C(C=C1)C#N)F 4-[(3-chlorophenyl)methyl]-N-(4-cyano-2-fluoro-phenyl)-1H-pyrrole-3-sulfonamide